FC1(CC(C1)N1C(C(=CC=C1)NC(=O)C1=C(C=C(C=C1)NS(=O)(=O)CC(=O)OCC)N1CCC2(CC2)CC1)=O)F ethyl 2-(N-(4-((1-(3,3-difluorocyclobutyl)-2-oxo-1,2-dihydropyridin-3-yl)carbamoyl)-3-(6-azaspiro[2.5]octan-6-yl)phenyl)sulfamoyl)acetate